4-bromopyridine HCl Cl.BrC1=CC=NC=C1